C12(NC(CN3N=C4C=CC=CC4=C31)=O)CC2 2',4'-dihydrospiro[cyclopropane-1,1'-pyrazino[1,2-b]indazole]-3'-one